FC(C(=O)O)(F)F.FC(C(=O)O)(F)F.NC1=C2C(=NC=N1)N(N=C2C)C(C)C=2C(=C(C(=C(C2)Cl)C)C=2C=CC(=NC2)C(=O)N(C)C)OCC 5-{3-[1-(4-Amino-3-methyl-1H-pyrazolo[3,4-d]pyrimidin-1-yl)ethyl]-5-chloro-2-ethoxy-6-methylphenyl}-N,N-dimethylpyridine-2-carboxamide bis(trifluoroacetate)